6-phenyl-1,3-oxazin-2-one C1(=CC=CC=C1)C1=CC=NC(O1)=O